F[C@H]1[C@H](C1)C(=O)NC1=NC=C2C=C(C=3N(C2=C1)C=CN3)C=3C=NC(=CC3C)[C@@H](CC)O (1R,2R)-2-fluoro-N-(4-{6-[(1R)-1-hydroxypropyl]-4-methylpyridin-3-yl}imidazo[1,2-a]1,6-naphthyridin-8-yl)cyclopropane-1-carboxamide